NC1CN(C1)C=1C=CC=2N=CN=C(C2N1)NC1=C(C=CC(=C1)C#C)F 6-(3-aminoazetidin-1-yl)-N-(5-ethynyl-2-fluoro-phenyl)pyrido[3,2-d]pyrimidin-4-amine